C(C)(C)C1=NC(=C(C=C1C=1OC[C@H](N1)C(C)C)C=1OC[C@H](N1)C(C)C)C(C)C (4R,4'R)-2,2'-(2,6-diisopropylpyridine-3,5-diyl)bis(4-isopropyl-4,5-dihydrooxazole)